NC1=C(C2=C(N=C(N=C2C2CC2)C)N1C1=C(C(=CC=C1C)O)C)C(=O)N (S)- or (R)-6-amino-4-cyclopropyl-7-(3-hydroxy-2,6-dimethylphenyl)-2-methyl-7H-pyrrolo[2,3-d]pyrimidine-5-carboxamide